CP(=O)(C)C=1C=C(C=C(C1)F)CC1CC2(CNC2)C1 6-[(3-dimethylphosphoryl-5-fluoro-phenyl)methyl]-2-azaspiro[3.3]heptane